C(CCCCCCCCCCCCCCCCCCCCC)OC(CCCCCCC\C=C/CCCCCCCC)=O Behenyloleat